CN(C=1C2=C(N=CN1)N(C1=C2C=CN=C1)[C@H]1[C@H](OC(C2=CC=CC=C2)=O)[C@H](OC(C2=CC=CC=C2)=O)[C@H](O1)COC(C1=CC=CC=C1)=O)C 4-(Dimethylamino)-9-(2,3,5-tri-O-benzoyl-β-D-ribofuranosyl)-pyrido[4',3':4,5]pyrrolo[2,3-d]pyrimidine